O.OC(CC(=O)O)(CC(=O)O)C(=O)O 2-hydroxypropane-1,2,3-tricarboxylic acid monohydrate